C(C)(C)C1=C(C=CC=C1)S(=O)(=O)O iso-propyl-benzenesulfonic acid